C(#N)C1=C(C=CC(=C1C#N)OCCCC)OCCCC 2,3-dicyano-1,4-dibutoxybenzene